CN1CC2(CN(C2)C=2C=CC=3N(C2)C(=CN3)C(=O)N3CC2=C(CC3)C(=CS2)C(=O)NC2=CC(=CC=C2)C(F)(F)F)C1 6-(6-(6-methyl-2,6-diaza-spiro[3.3]heptan-2-yl)-imidazo[1,2-a]pyridine-3-carbonyl)-N-(3-(trifluoro-methyl)phenyl)-4,5,6,7-tetrahydrothieno[2,3-c]-pyridine-3-carboxamide